1-[2-(benzenesulfonylamino)-phenyl]-3-phenylurea C1(=CC=CC=C1)S(=O)(=O)NC1=C(C=CC=C1)NC(=O)NC1=CC=CC=C1